4-iodo-1-((2-(trimethylsilyl)ethoxy)methyl)-1H-imidazole IC=1N=CN(C1)COCC[Si](C)(C)C